CS(=O)(=O)[O-].C1(=CC=CC=C1)[PH3+] phenylphosphonium methanesulfonate